6-chloro-3-(difluoromethyl)-2-(1-mesyl-3-piperidyl)pyridine ClC1=CC=C(C(=N1)C1CN(CCC1)S(=O)(=O)C)C(F)F